5-(((trans-3-(3-cyclopropyl-4-(1-methyl-1H-pyrrolo[2,3-b]pyridin-6-yl)-1H-pyrazol-1-yl)cyclobutyl)methyl)amino)-2-(2,6-dioxopiperidin-3-yl)isoindoline-1,3-dione C1(CC1)C1=NN(C=C1C1=CC=C2C(=N1)N(C=C2)C)[C@@H]2C[C@H](C2)CNC=2C=C1C(N(C(C1=CC2)=O)C2C(NC(CC2)=O)=O)=O